2-((1-cyclopropyl-1H-pyrazol-3-yl)methyl)-7-((2-hydroxyethyl)amino)-6-(phenylsulfonyl)phthalazin-1(2H)-one C1(CC1)N1N=C(C=C1)CN1C(C2=CC(=C(C=C2C=N1)S(=O)(=O)C1=CC=CC=C1)NCCO)=O